(5,7-Dimethyl-1-p-toluenesulfonyl-1H-indol-4-yl)methanol CC=1C(=C2C=CN(C2=C(C1)C)S(=O)(=O)C1=CC=C(C)C=C1)CO